N=1SC(=C2C1SC1=C(S2)CNC1)C#N 6,7-dihydro-5H-pyrrolo[3',4':5,6][1,4]dithiino[2,3-c][1,2]thiazole-3-carbonitrile